CCCCCC=CCC=CCCCCCCCCC(CCCCCCCCC=CCC=CCCCCC)OC(CCCN(C)C)=O heptatriaconta-6,9,28,31-tetraen-19-yl-4-(dimethylamino)-butanoate